BrCC1=C(C(=C(C=C1)C1=NOC(=N1)C(F)(F)F)F)F 3-[4-(bromomethyl)-2,3-difluoro-phenyl]-5-(trifluoromethyl)-1,2,4-oxadiazole